2-[(5'S,7a'R)-5'-(3,5-difluorophenyl)-3'-oxotetrahydro-1H,3'H-spiro[piperidine-4,2'-pyrrolo[2,1-b][1,3]oxazol]-1-yl]-5-fluoropyrimidine-4-carboxamide FC=1C=C(C=C(C1)F)[C@@H]1CC[C@H]2OC3(C(N21)=O)CCN(CC3)C3=NC=C(C(=N3)C(=O)N)F